(4aS,6R,8aS)-3-Methoxy-11-methyl-4a,5,9,10,11,12-hexahydro-6H-benzofuro[3a,3,2-ef][2]benzazepin-6-ol COC=1C=CC2=C3[C@@]4(CCN(C2)C)[C@@H](OC13)C[C@H](C=C4)O